NC(C(CC1CC(NC2=CC=CC=C12)=O)NC(=O)[C@H](CC(C)C)NC(=O)C=1NC2=CC=CC(=C2C1)OC)=O N-[(1S)-1-[[2-amino-2-oxo-1-[(2-oxo-3,4-dihydro-1H-quinolin-4-yl)methyl]ethyl]carbamoyl]-3-methyl-butyl]-4-methoxy-1H-indole-2-carboxamide